NC1=C(N=CC(=N1)N1CCC2([C@@H](COC2)N)CC1)SC1=C2C(CCOC2=CC=C1)(F)F (S)-8-(6-amino-5-((4,4-difluorochroman-5-yl)thio)pyrazin-2-yl)-2-oxa-8-azaspiro[4.5]decan-4-amine